C(C1=CC=CC=C1)OC(=O)N[C@@H](C)C(=O)OCC1CCOCC1 (tetrahydro-2H-pyran-4-yl)methyl ((benzyloxy)carbonyl)-L-alaninate